Tetramethyl-succinonitrile CC(C(C#N)(C)C)(C#N)C